ClC=1C=CC=C2C=C(NC12)C(=O)N1CC2(CC1C(=O)N[C@@H](C[C@H]1C(NCCC1)=O)C#N)CCCCC2 2-(7-chloro-1H-indole-2-carbonyl)-N-((S)-1-cyano-2-((S)-2-oxopiperidin-3-yl)ethyl)-2-azaspiro[4.5]decane-3-carboxamide